C(C)(=O)C1=C(C=CC(=N1)NC(OC(C)(C)C)=O)Br Tert-Butyl (6-acetyl-5-bromopyridin-2-yl)carbamate